tert-butyl N-[2-[[4-(3-bromophenyl)-5-fluoro-thiazol-2-yl]amino]-2-oxoethyl]carbamate BrC=1C=C(C=CC1)C=1N=C(SC1F)NC(CNC(OC(C)(C)C)=O)=O